NCC=1C=C(C(=O)N[C@@H](CCSC)C(=O)NCC(=O)N[C@@H](CCCCNC(=O)OCC2=CC=CC=C2)C(=O)OC(C)(C)C)C=CC1 tert-butyl N-[3-(aminomethyl)benzoyl]-L-methionylglycyl-N6-[(benzyloxy)carbonyl]-L-lysinate